5-({5-[2-(3-Aminopropoxy)-4-methoxypyridin-3-yl]-1H-pyrazole-3-yl}amino)pyrazine-2-carbonitrile phosphate P(=O)(O)(O)O.NCCCOC1=NC=CC(=C1C1=CC(=NN1)NC=1N=CC(=NC1)C#N)OC